N-(3-phenylnaphthyl)-2-(9-carbazolyl)-indole-13C C1(=CC=CC=C1)C=1C=C(C2=CC=CC=C2C1)N1[13C](=CC2=CC=CC=C12)N1C2=CC=CC=C2C=2C=CC=CC12